(R)-2-(2-((2-cyclopropyl-4-(3-methylpiperazin-1-yl)phenyl)amino)-5-(trifluoromethyl)pyrimidin-4-yl)-6,7-dihydro-5H-thieno[2,3-b][1,4]oxathiepine 4,4-dioxide C1(CC1)C1=C(C=CC(=C1)N1C[C@H](NCC1)C)NC1=NC=C(C(=N1)C1=CC2=C(OCCCS2(=O)=O)S1)C(F)(F)F